Cl.Cl.C1=NC=CC2=C(C=CC=C12)NC(=O)C1CNCC1C1=CC=CC=C1 N-(Isoquinolin-5-yl)-4-phenylpyrrolidine-3-carboxamide dihydrochloride